2-(1H-Indol-3-yl)aniline N1C=C(C2=CC=CC=C12)C1=C(N)C=CC=C1